COC[C@@H]1C[C@@H](CC1)C1=NC2=CC=C(C=C2C=C1)CO (2-((1R,3S)-3-(methoxymethyl)cyclopentyl)quinolin-6-yl)methanol